cyanoacetic acid-1-13C C(#N)C[13C](=O)O